C(C1=CC=CC=C1)C1=CC=C(C=C1)N(C(=O)C=1SC=CC1)C(C(=O)NC(C)(C)C)C=1C=NC=CC1 N-(4-benzyl-phenyl)-N-(2-(tert-butylamino)-2-oxo-1-(pyridin-3-yl)ethyl)thiophene-2-carboxamide